3-chloro-7-(3-(6,7-dihydropyrazolo[1,5-a]pyrimidin-4(5H)-yl)-7,8-dihydro-1,6-naphthyridin-6(5H)-yl)-2,8-dimethyl-4H-pyrimido[1,2-b]pyridazin-4-one ClC1=C(N=C2N(N=C(C(=C2)C)N2CC=3C=C(C=NC3CC2)N2C=3N(CCC2)N=CC3)C1=O)C